3-(4-(2-(4-((2-(2-oxo-6-azaspiro[3.3]heptane-6-yl)pyrimidin-4-yl)methoxy)phenyl)propan-2-yl)phenoxy)-2-Methylpropan-1-amine O=C1CC2(C1)CN(C2)C2=NC=CC(=N2)COC2=CC=C(C=C2)C(C)(C)C2=CC=C(OCC(CN)C)C=C2